tert-butyl (S)-22-amino-1-(7-fluoro-5-oxo-1-thioxo-1,2-dihydro-[1,2,4]triazolo[4,3-a]quinazolin-4(5H)-yl)-5,21-dioxo-8,11,14,17-tetraoxa-4,20-diazapentacosan-25-oate N[C@H](C(NCCOCCOCCOCCOCCC(NCCCN1C=2N(C3=CC=C(C=C3C1=O)F)C(NN2)=S)=O)=O)CCC(=O)OC(C)(C)C